N(=[N+]=[N-])CCC1CC(C1)=O 3-(2-azidoethyl)cyclobutan-1-one